cyclopropyl-3-(2,3-diaminobenzyl)urea C1(CC1)NC(=O)NCC1=C(C(=CC=C1)N)N